C(=C(\C)/O)/O (Z)-prop-1-ene-1,2-diol